COC1=CC=C(C=C1)C1=CN=CC(=N1)C(=O)N/N=C/C1=C(CCC1)C (E)-6-(4-methoxyphenyl)-N'-((2-methylcyclopent-1-en-1-yl)methylene)pyrazine-2-carbohydrazide